tert-butyl 2-(6-(3-(cyanomethyl)-1H-pyrrolo[2,3-b]pyridin-5-yl)isochroman-8-yl)pyrrolidine-1-carboxylate C(#N)CC1=CNC2=NC=C(C=C21)C=2C=C1CCOCC1=C(C2)C2N(CCC2)C(=O)OC(C)(C)C